4-Methyl-quinazolin CC1=NC=NC2=CC=CC=C12